C1(=CC=CC=C1)NC=1C2=C(C=3NC=4C=CC=CC4OC3C1)C(C1=CC=CC=C1C2=O)=O 7-(phenylamino)-8H-naphtho[2,3-a]phenoxazine-8,13(14H)-dione